BrCCCS(=O)(=O)N (2-Bromo-ethyl)-methanesulfonamide